C(CC(C)(C)C)=O Neohexanal